FC(CC(=O)OC)F methyl 3,3-difluoropropionate